FC(C1(CC1)COC1=NNC=C1)F 3-((1-(difluoromethyl)cyclopropyl)methoxy)-1H-pyrazole